BrC=1C=C(C=CC1)C(CC(=O)OCC)O[Si](C)(C)C(C)(C)C ethyl 3-(3-bromophenyl)-3-((tert-butyldimethylsilyl)oxy)-propanoate